O=C1NC(=NC(=N1)N)N 2-oxo-4,6-diamino-s-triazine